o-aminobenzyl chloride NC1=C(CCl)C=CC=C1